OCC(CO)(CO)NCC(CP([O-])([O-])=O)CP([O-])([O-])=O.[Na+].[Na+].[Na+].[Na+] sodium (2-(((1,3-dihydroxy-2-(hydroxymethyl) propan-2-yl)amino)methyl)propane-1,3-diyl)bis(phosphonate)